CC=1C=CC=C(C1)O 5-METHYLPHENOL